S1C2=C(C=C1C1(CC3C(CNC3)C1)O)C=CC=C2 5-(benzo[b]thiophen-2-yl)octahydrocyclopenta[c]pyrrol-5-ol